8-amino-N-[(2R)-1-[(7-amino-3-methyl-1,2,3-benzotriazol-5-yl)methoxy]propan-2-yl]-6-bromoimidazo[1,2-a]pyrazine-3-carboxamide NC=1C=2N(C=C(N1)Br)C(=CN2)C(=O)N[C@@H](COCC2=CC1=C(N=NN1C)C(=C2)N)C